BrC1=CC=C(C=C1)C1=NC(=NC(=C1C1=CC=CC=C1)C1=NC=CC=C1)C1=CC=CC=C1 4-(4-bromophenyl)-2,5-diphenyl-6-(pyridin-2-yl)pyrimidine